ClC1=NC=2C=CC=C(C2C=C1)S(=O)(=O)NC=1C(=NC(=C(C1)F)OC(F)F)OC 2-chloro-N-[6-(difluoromethoxy)-5-fluoro-2-methoxy-3-pyridyl]quinoline-5-sulfonamide